NC1=NC(=CC(=N1)C1=CC[C@@]2(CCNC2)CC1)O[C@@H](C(F)(F)F)C1=C(C=C(C=C1)Cl)N1N=C(C=C1)C (3S,5R)-8-(2-Amino-6-((R)-1-(4-chloro-2-(3-methyl-1H-pyrazol-1-yl)phenyl)-2,2,2-trifluoroethoxy)pyrimidin-4-yl)-2-azaspiro[4.5]dec-7-en